copper cobalt borate B([O-])([O-])[O-].[Co+2].[Cu+2]